dipentaerythritol hexamethacrylate C(C(=C)C)(=O)OCC(COC(C(=C)C)=O)(COCC(COC(C(=C)C)=O)(COC(C(=C)C)=O)COC(C(=C)C)=O)COC(C(=C)C)=O